FC1=CC=C(C=C1)C(=O)N1C[C@H](CCC1)C=1OC=C(N1)C1=NC=CC=C1 (S)-(4-Fluoro-phenyl)(3-(4-(pyridin-2-yl)-oxazol-2-yl)-piperidin-1-yl)-methanone